C(C)(C)OC1=NC=2N(C=C1C(=O)NC=1C(N(C=CC1)[C@@H]1[C@@H](C1)C)=O)C=C(N2)C21COC(C2)(C1)C 7-isopropoxy-2-(1-methyl-2-oxabicyclo[2.1.1]hexan-4-yl)-N-(1-((1S,2R)-2-methylcyclopropyl)-2-oxo-1,2-dihydropyridin-3-yl)imidazo[1,2-a]pyrimidine-6-carboxamide